N-(4-methoxybenzyl)-2,3-dihydro-1H-cyclopenta[c]quinolin-4-amine COC1=CC=C(CNC2=NC=3C=CC=CC3C3=C2CCC3)C=C1